7-bromo-2,3-dihydro-1H-inden-5-amine BrC=1C=C(C=C2CCCC12)N